C(C)OC(C(\C=C\C1=CC=C(C=C1)OC)(F)F)=O (E)-4-(4'-methoxyphenyl)-2,2-difluoro-3-butenoic acid ethyl ester